[Cl-].ClC1=C(NC(=C1Cl)C)C(=O)NC1=C(C=C(C=C1)C(=O)OC)N1C[C@H](CCC1)[NH3+] (S)-1-(2-(3,4-dichloro-5-methyl-1H-pyrrole-2-carboxamido)-5-(methoxycarbonyl)phenyl)piperidin-3-aminium chloride